BrC=1C=CC2=C(N=C(O2)C2(CCNCC2)C)C1 5-bromo-2-(4-methylpiperidin-4-yl)-1,3-benzoxazole